N-[(5-chloro-6-{[1-(1,3-thiazol-2-yl)piperidin-4-yl]methoxy}pyridin-3-yl)sulfonyl]-2-(1H-pyrrolo[2,3-b]pyridin-5-yloxy)benzamide ClC=1C=C(C=NC1OCC1CCN(CC1)C=1SC=CN1)S(=O)(=O)NC(C1=C(C=CC=C1)OC=1C=C2C(=NC1)NC=C2)=O